2-(4-methylphenyl)-1,2-benzisothiazol-3(2H)-one CC1=CC=C(C=C1)N1SC2=C(C1=O)C=CC=C2